4-(5-(1-acryloylpyrrolidin-3-yl)pyrrolo[1,2-c]pyrimidin-7-yl)-N-(4-cyclopropylpyridin-2-yl)-3-fluorobenzamide C(C=C)(=O)N1CC(CC1)C=1C=C(N2C=NC=CC21)C2=C(C=C(C(=O)NC1=NC=CC(=C1)C1CC1)C=C2)F